C(#N)C1=CC(=C(C=C1)N1CCN(CC1)C(=O)OC(C)(C)C)F tert-butyl 4-(4-cyano-2-fluoro-phenyl)piperazine-1-carboxylate